4-(((2S,6R)-2,6-dimethylmorpholino)methyl)-N2-(5-(5-phenyl-1,3,4-oxadiazol-2-yl)thiazole-2-yl)-N6-((tetrahydro-2H-pyran-4-yl)methyl)pyridin-2,6-diamine C[C@@H]1O[C@@H](CN(C1)CC1=CC(=NC(=C1)NCC1CCOCC1)NC=1SC(=CN1)C=1OC(=NN1)C1=CC=CC=C1)C